3',5-diallyl-5'-nitro-[1,1'-biphenyl]-2,4'-diol C(C=C)C=1C=C(C=C(C1O)[N+](=O)[O-])C=1C(=CC=C(C1)CC=C)O